N-(6-((2-Fluorophenyl)amino)-1H-pyrazolo[3,4-b]pyridin-3-yl)-4-(1-methylpiperidin-4-yl)benzamid FC1=C(C=CC=C1)NC1=CC=C2C(=N1)NN=C2NC(C2=CC=C(C=C2)C2CCN(CC2)C)=O